2-(5-fluoro-2,3-dihydro-1H-inden-1-yl)acetonitrile FC=1C=C2CCC(C2=CC1)CC#N